CN1CC2N(C3=C(OC2)C=C(C=C3)NC(=O)C=3C(NC=CC3NC3=C(C2=C(OCCN2)N=C3)C)=O)CC1 N-(3-methyl-1,2,3,4,4a,5-hexahydrobenzo[b]pyrazino[1,2-d][1,4]oxazin-8-yl)-4-((8-methyl-2,3-dihydro-1H-pyrido[2,3-b][1,4]oxazin-7-yl)amino)-2-oxo-1,2-dihydropyridine-3-carboxamide